OCCOCCOCCOCCC(=O)O 3-(2-(2-(2-hydroxyethoxy)ethoxy)ethoxy)propanoic acid